6-Methoxy-1-methyl-4-[4-methyl-4-(5-methyl-1,3-benzooxazol-2-yl)piperidin-1-yl]-2-oxo-1,2-dihydro-quinoline-3-carbonitrile COC=1C=C2C(=C(C(N(C2=CC1)C)=O)C#N)N1CCC(CC1)(C=1OC2=C(N1)C=C(C=C2)C)C